BrC=1C=C(C=CC1F)C(=O)C=1N=NC(=CC1)OC(F)F (3-Bromo-4-fluorophenyl)-(6-difluoromethoxypyridazin-3-yl)methanone